9,9'-(5-(4,6-diphenyl-1,3,5-triazin-2-yl)-1,3-phenylene)bis(3,6-bis(dibenzo[b,d]thiophen-3-yl)-9H-carbazole) C1(=CC=CC=C1)C1=NC(=NC(=N1)C1=CC=CC=C1)C=1C=C(C=C(C1)N1C2=CC=C(C=C2C=2C=C(C=CC12)C=1C=CC2=C(SC3=C2C=CC=C3)C1)C=1C=CC3=C(SC2=C3C=CC=C2)C1)N1C2=CC=C(C=C2C=2C=C(C=CC12)C=1C=CC2=C(SC3=C2C=CC=C3)C1)C=1C=CC3=C(SC2=C3C=CC=C2)C1